Cl.C(C)NCC(F)(F)F N-ethyl-2,2,2-trifluoroethan-1-amine hydrochloride